COC1=NC=C(C(=N1)OC)C1=NC=2N(C(=C1)N1CC(C1)(C(F)(F)F)F)N=CC2 5-(2,4-dimethoxypyrimidin-5-yl)-7-(3-fluoro-3-(trifluoromethyl)azetidin-1-yl)pyrazolo[1,5-a]pyrimidine